3-((1H-pyrrolo[2,3-b]pyridin-5-yl)oxy)-4'-(2-cyclopropylpyrrolidine-1-yl)-N-((3-nitro-4-(((tetrahydro-2H-pyran-4-yl)methyl)amino)phenyl)sulfonyl)-[1,1'-biphenyl]-4-carboxamide N1C=CC=2C1=NC=C(C2)OC=2C=C(C=CC2C(=O)NS(=O)(=O)C2=CC(=C(C=C2)NCC2CCOCC2)[N+](=O)[O-])C2=CC=C(C=C2)N2C(CCC2)C2CC2